4-((5-((4-(5-(Methoxycarbonyl)-1-methyl-1H-pyrrol-3-yl)phenyl)carbamoyl)-1-methyl-1H-pyrrol-3-yl)amino)-4-oxobutanoic acid COC(=O)C1=CC(=CN1C)C1=CC=C(C=C1)NC(=O)C1=CC(=CN1C)NC(CCC(=O)O)=O